N-(tert-Butyl)-2-(3-(6-ethoxy-4-((5-methyl-6-oxo-1,6-dihydropyridin-3-yl)amino)quinazolin-2-yl)phenoxy)acetamide C(C)(C)(C)NC(COC1=CC(=CC=C1)C1=NC2=CC=C(C=C2C(=N1)NC1=CNC(C(=C1)C)=O)OCC)=O